C(C)(C)(C)OC(=O)N(CCC(=O)NCCCNC=1C=C(C(=O)O)C=CC1C1=CN=CN1COCC[Si](C)(C)C)CC1=CC(=C(C=C1)C1=CC=CC=C1)Cl 3-((3-(3-((Tert-butoxycarbonyl)((2-chloro-[1,1'-biphenyl]-4-yl)methyl)amino)propanamido)propyl)amino)-4-(1-((2-(trimethylsilyl)ethoxy)methyl)-1H-imidazol-5-yl)benzoic acid